2-amino-N-(2,2-diethoxyethyl)-N-(4-methoxybenzyl)propanamide NC(C(=O)N(CC1=CC=C(C=C1)OC)CC(OCC)OCC)C